C1C(CC1OCC2=CC=CC=C2)O (1s,3s)-3-(benzyloxy)cyclobutan-1-ol